OC(CN(S(=O)(=O)F)C)(C1=CC=CC=C1)C1=CC=CC=C1 (2-hydroxy-2,2-diphenylethyl)(methyl)sulfamoyl fluoride